3-(pyridin-4-yl)propionic acid N1=CC=C(C=C1)CCC(=O)O